3-((tert-butoxycarbonyl)amino)bicyclo[1.1.1]pentan-1-carboxylic acid C(C)(C)(C)OC(=O)NC12CC(C1)(C2)C(=O)O